2,3-difluoro-4-pyridinebutanoic acid FC1=NC=CC(=C1F)CCCC(=O)O